(piperazin-1-yl)-2-(4-(1-(3-(trifluoromethyl)-7,8-dihydro-[1,2,4]triazolo[4,3-b]pyridazin-6-yl)piperidin-4-yl)phenoxy)ethanone N1(CCNCC1)C(COC1=CC=C(C=C1)C1CCN(CC1)C=1CCC=2N(N1)C(=NN2)C(F)(F)F)=O